(R)-1-(4-(3-(5-amino-9-fluoro-7-methoxy-[1,2,4]triazolo[1,5-c]quinazolin-2-yl)piperidin-1-yl)-3-methyl-1H-pyrazol-1-yl)-2-methylpropan-2-ol NC1=NC=2C(=CC(=CC2C=2N1N=C(N2)[C@H]2CN(CCC2)C=2C(=NN(C2)CC(C)(O)C)C)F)OC